(Z)-2-(aminoethyl)-2-((dimethylamino)methyl)propane-1,3-diyl dioleate C(CCCCCCC\C=C/CCCCCCCC)(=O)OCC(COC(CCCCCCC\C=C/CCCCCCCC)=O)(CN(C)C)CCN